ClC1=C(C(=O)OC2=C(C(=C(C(=C2F)F)F)F)F)C=CC(=C1SC)OC(C(F)F)(F)F (2,3,4,5,6-pentafluorophenyl) 2-chloro-3-methylsulfanyl-4-(1,1,2,2-tetrafluoroethoxy)benzoate